N1=C(C=CC=C1)C[N+]1=NOC(=C1)[N-]C(NC1=CC(=CC(=C1)C(F)(F)F)NC(=O)C1CC=2N(CC1)C=NC2)=O (3-(Pyridin-2-ylmethyl)-1,2,3-oxadiazol-3-ium-5-yl)((3-(5,6,7,8-tetrahydroimidazo[1,5-a]pyridine-7-carboxamido)-5-(trifluoromethyl)phenyl)carbamoyl)amide